CNCCN1CCOCC1 N-methyl-2-morpholinoethyl-amine